4,5-dihydroxymethyltetracyclo[6.2.1.13,6.02,7]Dodec-9-ene OCC1C2C3C4C=CC(C3C(C1CO)C2)C4